OCCN(CCNCCO)CCCCCCCCCCCCCCCCC ((2-hydroxyethyl)(2-((2-hydroxyethyl)amino)ethyl)amino)heptadecane